FC=1C=C2C=NN(C2=CC1C=1C=2C(=NN(C2C=CC1)CC(=O)NCC(=O)NCC(=O)O)C)C (2-(5'-fluoro-1',3-dimethyl-1H,1'H-[4,6'-biindazol]-1-yl)acetyl)glycylglycine